(5-fluoro-2-(methoxy-d3)pyridin-3-yl)boronic acid FC=1C=C(C(=NC1)OC([2H])([2H])[2H])B(O)O